C(C)(=S)OC1=C(C(=CC=C1)Br)F (3-bromo-2-fluorophenyl) thioacetate